1-(3,5-difluorophenyl)methanesulfonamide FC=1C=C(C=C(C1)F)CS(=O)(=O)N